C(C)(=O)N[C@@H]1[C@H](CCC1)NC(=O)[C@@H]1CC[C@H]2N1C([C@H](CN(CC2)C(C)=O)NC(=O)C=2NC1=CC=C(C=C1C2)C(F)(F)P(O)(O)=O)=O ((2-(((5S,8S,10aR)-8-(((1S,2S)-2-acetamidocyclopentyl)carbamoyl)-3-acetyl-6-oxodecahydro-pyrrolo[1,2-a][1,5]diazocin-5-yl)carbamoyl)-1H-indol-5-yl)difluorometh-yl)phosphonic acid